(R)-N-((1-(6-((5-chloro-4-methoxypyridin-2-yl)amino)-3-methylpyridin-2-carbonyl)-5,5-difluoropiperidin-2-yl)methyl)acetamide ClC=1C(=CC(=NC1)NC1=CC=C(C(=N1)C(=O)N1[C@H](CCC(C1)(F)F)CNC(C)=O)C)OC